6-(benzylsulfonyl)-2-(4-ethylpiperazin-1-yl)-5,6,7,8-tetrahydro-1,6-naphthyridine C(C1=CC=CC=C1)S(=O)(=O)N1CC=2C=CC(=NC2CC1)N1CCN(CC1)CC